C(CCC)C1=NN(C(=C1O)CC)C(C)C Butyl-4-hydroxy-5-ethyl-1-isopropyl-pyrazol